monosodium myristoyl-L-glutamate C(CCCCCCCCCCCCC)(=O)N[C@@H](CCC(=O)O)C(=O)[O-].[Na+]